N,N-diaminopropylmethylamine NN(N)CCCC